O=C1NC(CCC1N1CC=2C(C1=O)=CSC2CNC(=O)NC2=CC(=C(C=C2)C)OC)=O 1-((5-(2,6-dioxopiperidin-3-yl)-4-oxo-5,6-dihydro-4H-thieno[3,4-c]pyrrol-1-yl)methyl)-3-(3-methoxy-4-methylphenyl)urea